(E)-5-(3-fluoro-5-methoxybenzyl)-3-(2-(pyridin-2-yl)vinyl)-1H-indazole FC=1C=C(CC=2C=C3C(=NNC3=CC2)\C=C\C2=NC=CC=C2)C=C(C1)OC